5-(2-methylpentyl)-3-methyl-2-(methylsulfanyl)pyrazine CC(CC=1N=C(C(=NC1)SC)C)CCC